NC1=C(C=C(C=2C(C3=CC=CC=C3C(C12)=O)=O)O)OC1=CC=C(C=C1)S(=O)(=O)OC1=CC=CC=C1 Phenyl 4-[(1-amino-4-hydroxy-9,10-dioxo-9,10-dihydro-2-anthracenyl)oxy]benzenesulfonate